2,6-difluoro-7-(hydroxymethyl)pyrrolo[1,2-a]quinoxalin-4(5H)-one FC=1C=C2N(C3=CC=C(C(=C3NC2=O)F)CO)C1